BrC1=C2CC(COC2=CC=C1)C1=C(C=C(C=C1)Cl)F 5-bromo-3-(4-chloro-fluorophenyl)chromane